C(C)(C)(C)N(C(O)=O)CCO.O1CC(C1)CCCCCCCCCCCCCCCCCCCCC(=O)N 21-(oxetan-3-yl)heneicosanamide tert-butyl-(2-hydroxyethyl)carbamate